2-(4-(6-(1H-benzo[d]imidazol-2-yl)picolyl)piperazin-1-yl)-2-methyl-1-phenylpropan-1-one N1C(=NC2=C1C=CC=C2)C2=CC=CC(=N2)CN2CCN(CC2)C(C(=O)C2=CC=CC=C2)(C)C